NCCOC1=C(C=C2C(=NC(N(C2=C1)C)=O)N1CCOCC2=C1C=CC=C2C#CC2(CC2)C(F)(F)F)C#N 7-(2-aminoethoxy)-1-methyl-2-oxo-4-(6-((1-(trifluoromethyl)cyclopropyl)ethynyl)-2,3-dihydrobenzo[e][1,4]oxazepin-1(5H)-yl)-1,2-dihydroquinazoline-6-carbonitrile